ClC=1C(=C(CNC([C@H](C2CC2)NC(OC(C)(C)C)=O)=O)C=CC1)F (s)-tert-butyl (2-((3-chloro-2-fluorobenzyl)amino)-1-cyclopropyl-2-oxoethyl)carbamate